BrC1=C(C=C(C=2NN=NC21)Br)F 4,7-dibromo-5-fluorobenzotriazole